2-(4'-pentoxystyryl)-4,6-bis(trichloromethyl)-s-triazine C(CCCC)OC1=CC=C(C=CC2=NC(=NC(=N2)C(Cl)(Cl)Cl)C(Cl)(Cl)Cl)C=C1